FC(C=1C=C(C=CC1)[C@H]1C[C@H](CC1)C(=O)O)(F)F cis-3-(3-(trifluoromethyl)phenyl)cyclopentane-1-carboxylic acid